ClC1=CC=C(C=C1)S(=O)(=O)N1C(=C(C2=CC=CC=C12)S1C(=CC=C1)C(=O)N)C=1SC=CC1 1-((4-Chlorophenylsulfonyl)-2-(thiophen-2-yl)-1H-indol-3-yl)thiophene-2-carboxamide